4'-(Tetrahydro-2H-pyran-2-yloxy)chalcone O1C(CCCC1)OC1=CC=C(C(/C=C/C2=CC=CC=C2)=O)C=C1